COC(C1CCN(CC1)C1=NC=C(C(=N1)C)O)OC 2-(4-(dimethoxymethyl)piperidin-1-yl)-4-methylpyrimidin-5-ol